Tert-butyl decane-2-carboxylate CC(CCCCCCCC)C(=O)OC(C)(C)C